C(CCC(=O)[O-])(=O)ON1C(CCCC1=O)=O glutarimidyl succinate